7,7-dimethyl-3a-{6-methyl-7-oxo-bicyclo[3.2.1]oct-2-yl}-octahydro-2-benzofuran-1,6-dione CC1(C(CCC2(C1C(OC2)=O)C2C1C(C(C(CC2)C1)C)=O)=O)C